(5-amino-2-(4,4-difluorocyclohexyl)pyridin-3-yl)methanol NC=1C=C(C(=NC1)C1CCC(CC1)(F)F)CO